C(C)(C)(C)OC(=O)N1CCC(CC1)C=1C=C2C(=C(NC2=CC1)C1=CC(=NC(=C1)OC)Cl)C(C)C 4-(2-(2-chloro-6-methoxypyridin-4-yl)-3-isopropyl-1H-indol-5-yl)piperidine-1-carboxylic acid tert-butyl ester